D-β-hydroxypentanoate OC(CC(=O)[O-])CC